C(C)OCCN1N=C(C(=C1)NC(=O)C=1OC(=CC1)C=1C(=NNC1)C)C1=NC=CC=C1 N-(1-(2-ethoxyethyl)-3-(pyridin-2-yl)-1H-pyrazol-4-yl)-5-(3-methyl-1H-pyrazol-4-yl)furan-2-carboxamide